(S)-quinuclidin-3-yl (5-(4-isobutylphenyl)-2,2-dimethyl-2,3-dihydro-1H-inden-1-yl)carbamate C(C(C)C)C1=CC=C(C=C1)C=1C=C2CC(C(C2=CC1)NC(O[C@@H]1CN2CCC1CC2)=O)(C)C